1,1,1,5,5,5-hexafluoropentane FC(CCCC(F)(F)F)(F)F